FC1=C(C=CC(=C1)COCCC=1N(C=CN1)C)CNC=1C=2C=CN=C(C2C=CC1)N N5-[[2-fluoro-4-[2-(1-methylimidazol-2-yl)ethoxymethyl]phenyl]methyl]isoquinoline-1,5-diamine